O1C=NC=C1.[Cu] copper oxazol